L-6-benzylaminopurine hydrochloride Cl.C(C1=CC=CC=C1)NC1=C2NC=NC2=NC=N1